[Ge].[Al] Aluminium-Germanium